NC=1C=CC(=C(C(=O)N[C@H](C)C2=CC=CC3=CC=CC=C23)C1)NCC(C)C (R)-5-amino-2-(isobutylamino)-N-(1-(naphthalen-1-yl)ethyl)benzamide